(4Z)-2-bromo-N-hydroxy-pyridine-4-carboxylic acid imide chloride [Cl-].BrC1N(C=CC(=C1)C(O)=N)O